methyl (E)-2-[2-(3-methylpyridin-2-yloxymethyl) phenyl]-3-methoxypropenoate CC=1C(=NC=CC1)OCC1=C(C=CC=C1)/C(/C(=O)OC)=C\OC